FC(C[C@H]1CN(CCN1)C1=NC=C(C(=N1)OCC)C(=O)NC=1C=C(C=2N(C1)C=C(N2)C)F)F |o1:3| rel-2-{(3S)-3-(2,2-difluoroethyl)piperazin-1-yl}-4-ethoxy-N-{8-fluoro-2-methylimidazo[1,2-a]pyridin-6-yl}pyrimidine-5-carboxamide